benzyl-6-chloro-3-cyclopropylpyrimidine-2,4(1H,3H)-dione C(C1=CC=CC=C1)N1C(N(C(C=C1Cl)=O)C1CC1)=O